C(#C)C1=C2C(=NC(=C1)C=1C(=C(C#N)C=CC1)C)NN=C2 3-(4-ethynyl-1H-pyrazolo[3,4-b]pyridin-6-yl)-2-methylbenzonitrile